3-bromo-N-[(4-methoxyphenyl)methyl]-N-methyl-4-[[3-methyl-5-(trifluoromethyl)-2-pyridyl]amino]benzenesulfonamide BrC=1C=C(C=CC1NC1=NC=C(C=C1C)C(F)(F)F)S(=O)(=O)N(C)CC1=CC=C(C=C1)OC